N-[3-[[5-[(E)-3-methoxyprop-1-enyl]-4-methyl-thiazol-2-yl]amino]-3-oxo-propyl]-3-(5-methyl-1,2,4-oxadiazol-3-yl)benzamide Nitrogen [N].COC/C=C/C1=C(N=C(S1)NC(CCNC(C1=CC(=CC=C1)C1=NOC(=N1)C)=O)=O)C